COC1=CC=C(C=NC=2SC=CN2)C=C1 N-(4-methoxybenzylidene)thiazol-2-amine